ethyl 4-(4-benzyloxy-3,5-dichloro-anilino)pyridazine-3-carboxylate C(C1=CC=CC=C1)OC1=C(C=C(NC2=C(N=NC=C2)C(=O)OCC)C=C1Cl)Cl